C1(CCCCC1)[C@H](C(=O)N1CCC(CC1)OC1CCN(CC1)CC(=O)N1CCN(CC1)C(C1=C(C=CC(=C1)CC1=NNC(C2=CC=CC=C12)=O)F)=O)NC(C1=C(C=C(C=C1)F)F)=O N-[(1R)-1-cyclohexyl-2-[4-[[1-[2-[4-[2-fluoro-5-[(4-oxo-3H-phthalazin-1-yl)methyl]benzoyl]piperazin-1-yl]-2-oxo-ethyl]-4-piperidyl]oxy]-1-piperidyl]-2-oxo-ethyl]-2,4-difluoro-benzamide